(4-{6-amino-5-[1-(2,6-dichloro-3-fluoro-phenyl)-ethoxy]-pyridin-3-yl}-phenyl)-[1,4]diazepan-1-yl-methanone NC1=C(C=C(C=N1)C1=CC=C(C=C1)C(=O)N1CCNCCC1)OC(C)C1=C(C(=CC=C1Cl)F)Cl